S1NCCC=C2C1=NC=N2 Dihydroimidazothiazepine